ClC1=CC(=C(C(=C1)F)NC=1N(C2=NC(=NC=C2N1)N[C@@H]1C[C@H](CC1)O)C1CCC(CC1)C(=O)N)F (1R,4s)-4-(8-(4-chloro-2,6-difluorophenylamino)-2-((1S,3S)-3-hydroxycyclopentylamino)-9H-purin-9-yl)cyclohexanecarboxamide